ClC1=C2CN(C(C2=CC(=C1)[C@H](C)NC1(CCC1)C)=O)C1=CC(=CC=C1)C1(CC(C1)F)C1=NN=CN1C 4-chloro-2-(3-((1r,3S)-3-fluoro-1-(4-methyl-4H-1,2,4-triazol-3-yl)cyclobutyl)phenyl)-6-((S)-1-((1-methylcyclobutyl)amino)ethyl)isoindolin-1-one